C12COCC2C1N(C1=NC(=NC(=N1)N)C1=CC=CC=C1)C1=CC=NC=C1 N2-(3-oxabicyclo[3.1.0]hexan-6-yl)-6-phenyl-N-(pyridin-4-yl)-1,3,5-triazine-2,4-diamine